C(=C)C1=NC=C(C=C1Cl)C(F)(F)F 2-vinyl-3-chloro-5-trifluoromethylpyridine